diselenide gallium [Ga+3].[SeH-]=[Se].[SeH-]=[Se].[SeH-]=[Se]